1-(tert-butoxycarbonyl)-2-(7-vinyl-3-ethylsulfonyl-quinolin-2-yl)-3-chloro-6-trifluoromethyl-1H-pyrrolo[3,2-b]pyridine C(C)(C)(C)OC(=O)N1C(=C(C2=NC=C(C=C21)C(F)(F)F)Cl)C2=NC1=CC(=CC=C1C=C2S(=O)(=O)CC)C=C